C(C)N1C(=NC=2C1=NC(=CC2)C=2C=CN1N=C(N=CC12)NCC1(CC1)C)C 5-(3-ethyl-2-methyl-3H-imidazo[4,5-b]pyridin-5-yl)-N-((1-methylcyclopropyl)methyl)pyrrolo[2,1-f][1,2,4]triazin-2-amine